(R)-(1-(difluoromethyl)-1H-pyrazol-5-yl)(4-(6-(trifluoromethyl)pyrazolo[1,5-a]pyridin-2-yl)-6,7-dihydro-1H-imidazo[4,5-c]pyridin-5(4H)-yl)methanone FC(N1N=CC=C1C(=O)N1[C@H](C2=C(CC1)NC=N2)C2=NN1C(C=CC(=C1)C(F)(F)F)=C2)F